8-[1-[4-fluoro-2-(1-hydroxy-2,3,1-benzoxazaborinin-6-yl)anilino]ethyl]-3,6-dimethyl-chromen-4-one FC1=CC(=C(NC(C)C=2C=C(C=C3C(C(=COC23)C)=O)C)C=C1)C=1C=CC2=C(C=NOB2O)C1